FC=1C(=C(OC2=NC=C(C(=C2C=2NC=3C=CN=C(C3C(C2)=O)C(=O)N[C@@H](C(C)C)CO)C)C(F)(F)F)C=CC1F)C 2-[2-(3,4-difluoro-2-methyl-phenoxy)-4-methyl-5-(trifluoromethyl)-3-pyridinyl]-N-[(1S)-1-(hydroxymethyl)-2-methyl-propyl]-4-oxo-1H-1,6-naphthyridine-5-carboxamide